COC1=C2C=C(NC2=CC(=C1OC)OC)C(=O)N[C@@H]1CN(CC1)CCCCC 4,5,6-trimethoxy-N-[(3S)-1-pentylpyrrolidin-3-yl]-1H-indole-2-carboxamide